1-(4-(5-(7-Ethoxyquinazolin-5-yl)pyridin-2-yl)piperazin-1-yl)-2-phenylethan-1-one C(C)OC1=CC(=C2C=NC=NC2=C1)C=1C=CC(=NC1)N1CCN(CC1)C(CC1=CC=CC=C1)=O